FC=1C=C(OCCOC2=C3C(=C(C(C3=CC=C2)=O)C=2C=NC=NC2)C=2N=CSC2C)C=CC1F (2-(3,4-difluorophenoxy)ethoxy)-3-(5-methylthiazol-4-yl)-2-(pyrimidin-5-yl)-1H-inden-1-one